BrC1=CC2=CC=C3C=CC(=NC3=C2N=C1)Cl 8-bromo-2-chloro-1,10-phenanthroline